FC1(CCC(CC1)[C@H](NC(=O)C1=NON=C1C)C=1N=C2N(N=CC(=C2)[C@H](CC(F)F)C2=NN=C3N2C=C(C=C3)F)C1)F N-[(S)-(4,4-Difluorocyclohexyl){7-[(1S)-3,3-difluoro-1-(6-fluoro-[1,2,4]triazolo[4,3-a]-Pyridin-3-yl)propyl]imidazo[1,2-b]pyridazin-2-yl}methyl]-4-methyl-1,2,5-oxadiazole-3-carboxamide